ClC=1C=NC=C(C1[C@@H](C)OC=1C=C2C(=NNC2=CC1)C(=O)NC=1C=NN(C1)C1CN(CC1)C)Cl 5-((R)-1-(3,5-dichloropyridin-4-yl)ethoxy)-N-(1-(1-methylpyrrolidin-3-yl)-1H-pyrazol-4-yl)-1H-indazole-3-carboxamide